(R)-1-[(R)-1-[6-({4-[2-Amino-6-(m-cyanophenyl)-4-pyrimidinyl]-1H-1,2,3-triazol-1-yl}methyl)-2-pyridyl]ethyl]-3-pyrrolidinecarboxylic acid NC1=NC(=CC(=N1)C=1N=NN(C1)CC1=CC=CC(=N1)[C@@H](C)N1C[C@@H](CC1)C(=O)O)C1=CC(=CC=C1)C#N